COC1=CC=C(C=C1)C1=C(C=NN1)C1=CC(=C(C(=C1)OC)OC)OC 5-(4-methoxyphenyl)-4-(3,4,5-trimethoxyphenyl)-1H-pyrazole